4-iodonicotinonitrile IC1=CC=NC=C1C#N